[Si](C)(C)(C(C)(C)C)O[C@H]1CN(C[C@@H](C1)O)C(=O)OC(C)(C)C tert-butyl (3R,5R)-3-((tert-butyldimethylsilyl)oxy)-5-hydroxypiperidine-1-carboxylate